O[C@@H]1[C@H](CCCC1)NC(=O)C1=CC(=CC=2OCOC21)CC2=CC=C(C=C2)C=2N=C(OC2)C N-[(1S,2S)-2-hydroxycyclohexyl]-6-[[4-(2-methyloxazol-4-yl)phenyl]methyl]-1,3-benzodioxole-4-carboxamide